(2-(cyclopentyloxy)-5-fluorophenyl)methylamine C1(CCCC1)OC1=C(C=C(C=C1)F)CN